(3bR,4aR)-Ethyl 1-(2-(5-(2-chlorophenoxy)-2-azabicyclo[4.1.0]heptan-2-yl)-2-oxoethyl)-3b,4,4a,5-tetrahydro-1H-cyclopropa[3,4]cyclopenta[1,2-c]pyrazole-3-carboxylate ClC1=C(OC2CCN(C3CC23)C(CN2N=C(C3=C2C[C@@H]2[C@H]3C2)C(=O)OCC)=O)C=CC=C1